N=1N(N=C2C1C=CC=C2)C2=C(C=CC(=C2)C)O 2-(2H-benzotriazol-2-yl)-4-methylphenol